3-ethoxy-(2-imidazol-1-yl)propyl-silane C(C)OCC(C[SiH3])N1C=NC=C1